2-(aminoethyl)morpholine NCCC1CNCCO1